FC(C1=CC(=NO1)C1=C(C=CC=C1OC)F)F 5-(difluoromethyl)-3-(2-fluoro-6-methoxyphenyl)isoxazole